ClC1=NC=C(C=C1F)C=1N(C=C(N1)C(F)(F)F)CC1=NC=C(C=C1F)F 2-chloro-5-[1-[(3,5-difluoro-2-pyridyl)methyl]-4-(trifluoromethyl)imidazol-2-yl]-3-fluoro-pyridine